N-[2-(3,4-Dimethoxyphenyl)ethyl]-1-(4-fluorophenyl)-4-piperidinecarboxamide COC=1C=C(C=CC1OC)CCNC(=O)C1CCN(CC1)C1=CC=C(C=C1)F